rel-(trans)-4-(1H-indazol-6-yl)pyrrolidine-3-carbonitrile N1N=CC2=CC=C(C=C12)[C@H]1[C@@H](CNC1)C#N